CCCCCCCCCCCCCCCC/C=C\\OC[C@H](COP(=O)(O)OC[C@@H](C(=O)O)N)OC(=O)CC/C=C\\C/C=C\\C/C=C\\C/C=C\\C/C=C\\C/C=C\\CC The molecule is a 1-alkyl-2-acyl-sn-glycero-3-phosphserine in which the alkyl and acyl groups are specified as (1Z)-octadecenyl and (4Z,7Z,10Z,13Z,16Z,19Z)-docosahexaenoyl respectively. It derives from an all-cis-docosa-4,7,10,13,16,19-hexaenoic acid. It is a conjugate acid of a 1-(1Z-octadecenyl)-2-(4Z,7Z,10Z,13Z,16Z,19Z-docosahexaenoyl)-sn-glycero-3-phosphoserine(1-).